FC=1C(=NC=C(C1)F)C=1C=CC(=C(C1)NC1=NC=NC2=CC(=C(C=C12)NC(C=C)=O)OCCCN1CCOCC1)F N-(4-((5-(3,5-diFluoropyridin-2-yl)-2-fluorophenyl)amino)-7-(3-morpholinopropoxy)quinazolin-6-yl)acrylamide